CC1CNCCNC1 (R)-6-methyl-1,4-diazepan